C(C)(C)(C)OC1=CC=C(C=C1)N1C2CN(C(C1)C2)C(=O)OC(C)(C)C tert-butyl 5-(4-tert-butoxyphenyl)-2,5-diazabicyclo[2.2.1]heptane-2-carboxylate